NC=1C(=CC(=NC1)C=1C=C2C=CN(C(C2=CC1F)=O)CCC[C@H](C)NC=1C=NNC(C1C(F)(F)F)=O)F (S)-6-(5-amino-4-fluoropyridin-2-yl)-7-fluoro-2-(4-((6-oxo-5-(trifluoromethyl)-1,6-dihydropyridazin-4-yl)amino)pentyl)isoquinolin-1(2H)-one